C(C=CC=CC=CC)C(=O)[O-].[Na+] sodium 2,4,6-octatriene-1-carboxylate